(indoline-4-carbonyl)benzenesulfonohydrazide N1CCC=2C(=CC=CC12)C(=O)C1=C(C=CC=C1)S(=O)(=O)NN